2-(1-(4-Amino-3-(4-hydroxyphenyl)-1H-pyrazolo[3,4-d]pyrimidin-1-yl)ethyl)-3-(3-fluorophenyl)-4H-chromen-4-one NC1=C2C(=NC=N1)N(N=C2C2=CC=C(C=C2)O)C(C)C=2OC1=CC=CC=C1C(C2C2=CC(=CC=C2)F)=O